4,6-dichloro-N-(methyl-d3)-3-pyridazineformamide ClC1=C(N=NC(=C1)Cl)C(=O)NC([2H])([2H])[2H]